BrC1=CC=C(C(=N1)C(=O)O)C(=O)O 6-bromopyridine-2,3-dicarboxylic acid